1-(5-bromopyridin-2-yl)guanidine BrC=1C=CC(=NC1)NC(=N)N